FC=1C=C(C=CC1)C=1C=C2C=CC=NC2=CC1 6-(3-Fluorophenyl)quinolin